4-(2-(2-methoxy-4-(4,4,5,5-tetramethyl-1,3,2-dioxaborolan-2-yl)phenoxy)ethyl)morpholine COC1=C(OCCN2CCOCC2)C=CC(=C1)B1OC(C(O1)(C)C)(C)C